(2'R)-2'-Deoxy-2'-fluoro-4'-C-fluoro-2'-methyluridine F[C@]1([C@@H](O[C@@]([C@H]1O)(CO)F)N1C(=O)NC(=O)C=C1)C